2-bromophenyl-(phenyl)amine BrC1=C(C=CC=C1)NC1=CC=CC=C1